FC=1C(=CC=2C3=C(NC(C2C1)=O)COCC3N(C(=O)C=3C=NC1=CC=CC=C1C3)C)F N-(8,9-Difluoro-6-oxo-1,4,5,6-tetrahydro-2H-pyrano[3,4-c]isoquinolin-1-yl)-N-methylquinoline-3-carboxamide